NC1=C2C=NC(=NC2=CC(=C1F)C1=C(C2=C(OCCN2)N=C1)C)NC=1C=NN(C1)C12CC(C1)(C2)C(=O)NC 3-(4-{[5-amino-6-fluoro-7-(8-methyl-2,3-dihydro-1H-pyrido[2,3-b][1,4]oxazin-7-yl)quinazolin-2-yl]amino}-1H-pyrazol-1-yl)-N-methylbicyclo[1.1.1]pentane-1-carboxamide